3,4-dihydro-1H-isoquinoline-8-carboxamide C1NCCC2=CC=CC(=C12)C(=O)N